FC=1C=C(C=C(C1)F)C1=C2C(=NN1C)[C@@H]1CCC[C@H](C2)N1C(=O)C1=CC2=NC=CC=C2O1 ((5R,9S)-3-(3,5-Difluorophenyl)-2-methyl-4,5,6,7,8,9-hexahydro-2H-5,9-epiminocycloocta[c]pyrazol-10-yl)(furo[3,2-b]pyridin-2-yl)methanone